(3,5-dibromo-4-hydroxyphenyl)(2-ethyl-6-hydroxybenzofuran-3-yl-4,5,7-d3)Methanone BrC=1C=C(C=C(C1O)Br)C(=O)C1=C(OC2=C1C(=C(C(=C2[2H])O)[2H])[2H])CC